CS(=O)(=O)OC(C)C(C)C 3-methylbutan-2-yl methanesulfonate